ClC=1C=C(C=CC1)C([C@](C)([2H])NC(C)(C)C)=O |r| RAC-1-(M-CHLOROPHENYL)-2-(TERT-BUTYLAMINO)-(2-2H)-PROPAN-1-ONE